C(C)(=O)NC(CC[C@H](N)C(=O)O)=O |r| N'-(acetyl)-DL-glutamine